ClC=1C=C(C=CC1F)NC(N(CC1=CC=NC=C1)[C@H](C)C1=CNC(C2=CC=CC=C12)=O)=O |r| Racemic-3-(3-chloro-4-fluorophenyl)-1-(1-(1-oxo-1,2-dihydroisoquinolin-4-yl)ethyl)-1-(pyridin-4-ylmethyl)urea